BrC(C=1C=CC(=NC1)OC)([2H])[2H] 5-(bromomethyl-d2)-2-methoxypyridine